trimethylolpropane triethoxide [O-]CC.[O-]CC.[O-]CC.C(O)C(CC)(CO)CO